ClCC1C2(CCC(C1)C2)CCl bis(chloromethyl)bicyclo(2.2.1)heptane